O=C1N(C=CC(N1)=O)C1C[C@@H](C(O1)C=O)OC (3S)-5-(2,4-dioxo-3H-pyrimidin-1-yl)-3-methoxyoxolane-2-carbaldehyde